3-(6-Aminohex-2-ynyl)-6,6,9-trimethyl-6a,7,10,10a-tetrahydrobenzo[c]chromen-1-ol NCCCC#CCC=1C=C(C=2C3C(C(OC2C1)(C)C)CC=C(C3)C)O